1-hexadecyl-2-(6Z,9Z,12Z-octadecatrienoyl)-glycero-3-phospho-(1'-sn-glycerol) CCCCCCCCCCCCCCCCOC[C@H](COP(=O)(O)OC[C@H](CO)O)OC(=O)CCCC/C=C\C/C=C\C/C=C\CCCCC